C(C)(C)(C)OC(=O)N(C)C1(CC1)C(=O)O ((tert-butoxycarbonyl)(methyl)amino)cyclopropane-1-carboxylic acid